2-[4-(4,4,5,5-tetramethyl-1,3,2-dioxaborolan-2-yl)phenyl]propan-2-ol CC1(OB(OC1(C)C)C1=CC=C(C=C1)C(C)(C)O)C